(1S)-1-[2-(5-bromopyrimidin-2-yl)-5-methoxy-1,2,4-triazol-3-yl]ethanamine BrC=1C=NC(=NC1)N1N=C(N=C1[C@H](C)N)OC